P(=O)(OC(C1=CC=CC=C1)(C1=CC=CC=C1)C1=CC=CC=C1)(OC(C1=CC=CC=C1)(C1=CC=CC=C1)C1=CC=CC=C1)OCCl ditrityl chloromethyl phosphate